OC1(CCN(CC1)C(CC(C)C1=CC=CC=C1)=O)CN1C=NC2=CC(=CC=C2C1=O)NC(C=CN1CCN(CC1)C)=O N-(3-((4-hydroxy-1-(3-phenylbutyryl)piperidin-4-yl)methyl)-4-oxo-3,4-dihydroquinazolin-7-yl)-3-(4-methylpiperazin-1-yl)acrylamide